3,5-difluoro-4-hydroxy-N-({(1r,4r)-4-[6-(pyrazin-2-yl)-2H-indazol-2-yl]cyclohexyl}methyl)benzamide FC=1C=C(C(=O)NCC2CCC(CC2)N2N=C3C=C(C=CC3=C2)C2=NC=CN=C2)C=C(C1O)F